1-(4-(4-amino-7-cyclopropyl-7H-pyrrolo[2,3-d]pyrimidin-5-yl)-2-fluorophenyl)-3-(3-cyclopropyl-4-((4-methylpiperazin-1-yl)methyl)phenyl)urea NC=1C2=C(N=CN1)N(C=C2C2=CC(=C(C=C2)NC(=O)NC2=CC(=C(C=C2)CN2CCN(CC2)C)C2CC2)F)C2CC2